Br.C(CCC)(N)N butanediamine hydrobromide